racemic-3-(isoquinolin-4-yl)-2-oxo-1-(5-(trifluoromethyl)pyridazin-3-yl)imidazolidine-4-carbonitrile C1=NC=C(C2=CC=CC=C12)N1C(N(C[C@@H]1C#N)C=1N=NC=C(C1)C(F)(F)F)=O |r|